OC1C=CC(C(O1)C)=O 6-hydroxy-2-methyl-2H-pyran-3(6H)-one